ClC=1N=C(C2=C(N1)N(C=C2)[C@H]2[C@@H]([C@@H]([C@H](O2)COCP(O)(O)=O)O)O)N[C@@H](C)C2=CC=C(C=C2)C [(2R,3S,4R,5R)-5-[2-chloro-4-[[(1S)-1-(p-tolyl)ethyl]amino]-pyrrolo[2,3-d]-pyrimidin-7-yl]-3,4-dihydroxy-tetrahydro-furan-2-yl]methoxy-methylphosphonic acid